N-methyl-N-[(dimethylamino)propyl]acrylamide CN(C(C=C)=O)CCCN(C)C